[(R)-8-Methoxy-6-fluoro-3-methyl-1,3,4,5-tetrahydropyrido[4,3-b]indol-2-yl]-[5-(trifluoromethyl)-1H-pyrazol-3-yl]methanone COC1=CC=2C3=C(NC2C(=C1)F)C[C@H](N(C3)C(=O)C3=NNC(=C3)C(F)(F)F)C